Isopropyl ((R)-((2-(2,4-dioxoimidazolidin-1-yl)ethyl)thio)(ethoxy)phosphoryl)-L-alaninate O=C1N(CC(N1)=O)CCS[P@](=O)(OCC)N[C@@H](C)C(=O)OC(C)C